2-phenylethyl 2-methylpropanoate CC(C(=O)OCCC1=CC=CC=C1)C